CC=1CCC(C(C1)C=1C(=C(C(=CC1O)CCCCC)C1=NC=NC=C1)O)C(=C)C 5'-methyl-4-pentyl-2'-(prop-1-en-2-yl)-3-(pyrimidin-4-yl)-1',2',3',4'-tetrahydro-[1,1'-biphenyl]-2,6-diol